C(C)(=O)OCC(COC(C)=O)(CN=[N+]=[N-])COC(C)=O 2-(acetoxymethyl)-2-(azidomethyl)propane-1,3-diyl diacetate